(6S,7S)-7-(tert-butoxycarbonyl)-2,2,3,3,11,11-hexamethyl-9-oxo-4,10-dioxa-8-aza-3-siladodecan-6-yl [1,1'-biphenyl]-4-carboxylate C1(=CC=C(C=C1)C(=O)O[C@H](CO[Si](C(C)(C)C)(C)C)[C@H](NC(OC(C)(C)C)=O)C(=O)OC(C)(C)C)C1=CC=CC=C1